butyl-3-oxetanmethanol C(CCC)C1OCC1CO